1-({4-[({bicyclo[1.1.1]pentan-1-yl}amino)methyl]-2-methoxy-phenyl}methyl)-N7-[(5-methyl-1,2-oxazol-3-yl)methyl]-1H-pyrazolo[4,3-d]pyrimidine-5,7-diamine C12(CC(C1)C2)NCC2=CC(=C(C=C2)CN2N=CC=1N=C(N=C(C12)NCC1=NOC(=C1)C)N)OC